(S)-1-(4-bromo-2-fluorophenyl)-2,2,2-trifluoroethan-1-amine BrC1=CC(=C(C=C1)[C@@H](C(F)(F)F)N)F